ClC=1C=C(C(=O)NC2=C3C(N(C=NC3=CC=C2)CC2=CC=C(C=C2)OCCO)=O)C=C(C1O)Cl 3,5-dichloro-4-hydroxy-N-(3-(4-(2-hydroxyethoxy)benzyl)-4-oxo-3,4-dihydroquinazolin-5-yl)benzamide